N-(3-amino-3-oxopropyl)-7-benzyl-1-isobutyl-1,2,3,6,7,7a-hexahydro-3aH-3,6-methanopyrrolo[3,2-b]pyridine-3a-carboxamide NC(CCNC(=O)C12N=CC3C(C1N(CC2C3)CC(C)C)CC3=CC=CC=C3)=O